NC1=NC=CC(=C1CN(C)C)OC1=C(C=C(C=C1)NC(=O)C=1C=NN(C1C(F)(F)F)C1=NC=CC=C1F)F N-(4-((2-amino-3-((dimethyl-amino)methyl)pyridin-4-yl)oxy)-3-fluorophenyl)-1-(3-fluoropyridin-2-yl)-5-(trifluoromethyl)-1H-pyrazole-4-carboxamide